(E)-2-nonaldehyde CC(CCCCCCC)=O